CC1(OCCO1)C1=NN=C(O1)C1=C(NC2=CC=C(C=C2)C(F)(F)F)C=CC=C1 2-(5-(2-methyl-1,3-dioxolan-2-yl)-1,3,4-oxadiazol-2-yl)-N-(4-(trifluoromethyl)phenyl)aniline